diethyl 2-(((2r,3r,4r,5r)-3,4-diacetoxy-5-(6-amino-2-chloro-9H-purin-9-yl)-3-ethynyltetrahydrofuran-2-yl) methoxy)-2-(4-(2-oxo-1,2-dihydropyridin-3-yl) benzyl)-malonate C(C)(=O)O[C@@]1([C@H](O[C@H]([C@@H]1OC(C)=O)N1C2=NC(=NC(=C2N=C1)N)Cl)COC(C(=O)OCC)(C(=O)OCC)CC1=CC=C(C=C1)C=1C(NC=CC1)=O)C#C